2-(2-oxo-6-azaspiro[3.3]heptan-6-yl)benzaldehyde O=C1CC2(C1)CN(C2)C2=C(C=O)C=CC=C2